diphenyl (nonyl) phosphite P(OC1=CC=CC=C1)(OC1=CC=CC=C1)OCCCCCCCCC